p-t-butyl-alpha-methyldihydrocinnamaldehyde C(C)(C)(C)C1=CC=C(CC(C=O)C)C=C1